methyl 2-{[(tert-butoxy)carbonyl](methyl)amino}-5-({1-[(2-fluoro-4-iodophenoxy)methyl]cyclopropyl}methyl)-1,3-thiazole-4-carboxylate C(C)(C)(C)OC(=O)N(C=1SC(=C(N1)C(=O)OC)CC1(CC1)COC1=C(C=C(C=C1)I)F)C